(S)-1-(2-((2R,5R)-2-(((3R,5R)-3,5-dimethylmorpholino)methyl)-5-methylpiperazin-1-yl)acetyl)-7-(4-fluorobenzyl)-N,N,2-trimethyl-2,3-dihydro-1H-pyrido[2,3-b][1,4]oxazine-6-carboxamide C[C@@H]1COC[C@H](N1C[C@@H]1N(C[C@H](NC1)C)CC(=O)N1C2=C(OC[C@@H]1C)N=C(C(=C2)CC2=CC=C(C=C2)F)C(=O)N(C)C)C